FC(S(=O)(=N)C=1C=C(C(=O)NCC2=NC=C3C=CC(=NC3=C2)C2=NC(=CC=C2)F)C=CC1)F 3-(S-(difluoromethyl)sulfonimidoyl)-N-((2-(6-fluoropyridin-2-yl)-1,6-naphthyridin-7-yl)methyl)benzamide